2,5-dichloro-1,4-dioxane ClC1OCC(OC1)Cl